ClC1=C(C=C(C=C1)[2H])[C@@](C([2H])([2H])N1N=CN=N1)([2H])NC([O-])=O (R)-1-(2-chlorophenyl-5-d)-2-(2H-tetrazol-2-yl)ethyl-1,2,2-d3-carbamate